trans-(4-(3,4-dihydroisoquinoline-2(1H)-yl)-3-hydroxypiperidin-1-yl)(6-((2-methoxyphenyl)amino)pyrimidin-4-yl)methanone C1N(CCC2=CC=CC=C12)[C@H]1[C@@H](CN(CC1)C(=O)C1=NC=NC(=C1)NC1=C(C=CC=C1)OC)O